3-[[6-[6-(3-cyclopropyl-1,2,4-triazol-1-yl)-2-azaspiro[3.3]heptane-2-carbonyl]-2,6-diazaspiro[3.3]heptane-2-yl]sulfonyl]-4-fluoro-benzoic acid C1(CC1)C1=NN(C=N1)C1CC2(CN(C2)C(=O)N2CC3(CN(C3)S(=O)(=O)C=3C=C(C(=O)O)C=CC3F)C2)C1